nickel palladium gold-copper [Cu].[Au].[Pd].[Ni]